(4-((4-((2-hydroxyethyl)(methyl)amino)-1-(phenylthio)butan-2-yl)amino)-3-((trifluoromethyl)sulfonyl)phenyl)sulfonyl-benzamide OCCN(CCC(CSC1=CC=CC=C1)NC1=C(C=C(C=C1)S(=O)(=O)C1=C(C(=O)N)C=CC=C1)S(=O)(=O)C(F)(F)F)C